2-(2,6-dioxopiperidin-3-yl)-4-(2-(2-hydroxyethoxy)ethoxy)isoindole-1,3-dione O=C1NC(CCC1N1C(C2=CC=CC(=C2C1=O)OCCOCCO)=O)=O